C(CCCCCCCC)Br nonylbromid